FC(C=1C=NC(=NC1)N[C@H]1C[C@H](CNC1)C1=NN=C2N1C=CC(=C2)C#N)(F)F 3-((3R,5S)-5-((5-(trifluoromethyl)pyrimidin-2-yl)amino)piperidin-3-yl)-[1,2,4]triazolo[4,3-a]pyridine-7-carbonitrile